O=C1NC(CC2=CC(=CC=C12)C(=O)O)=O 1,3-dioxo-1,2,3,4-tetrahydroisoquinoline-6-carboxylic acid